(1S,3R)-4-((1R,3R)-3-(but-2-ynamido)cyclohexyl)-3-chloro-5-fluoro-2-methyl-1H-indole-7-carboxamide C(C#CC)(=O)N[C@H]1C[C@@H](CCC1)C1=C2C(=C(NC2=C(C=C1F)C(=O)N)C)Cl